C1(CC1)N1N=C(C=C1)C1(CC(C=2C=NC=3N(C21)N=C(C3)F)C(=O)O)C 8-(1-cyclopropyl-1H-pyrazol-3-yl)-2-fluoro-8-methyl-7,8-dihydro-6H-cyclopenta[e]pyrazolo[1,5-a]pyrimidine-6-carboxylic acid